C(C=C)(=O)N1[C@H](CN(C[C@H]1C)C1=NC(N2C3=C(C(=C(C=C13)C(F)(F)F)C1=CC=CC=C1)SCC1(C2)CCC1)=O)C 8'-((3S,5R)-4-acryloyl-3,5-dimethylpiperazin-1-yl)-11'-phenyl-10'-(trifluoromethyl)-2'H,4'H,6'H-spiro[cyclobutane-1,3'-[1,4]thiazepino[2,3,4-ij]quinazolin]-6'-one